BrC=1C=C2C(=CC1)C(N(C[C@]21[C@H](C1)F)CC(=O)O)=O 2-[(2's,4r)-6-bromo-2'-fluoro-1-oxospiro[3H-isoquinoline-4,1'-cyclopropane]-2-yl]acetic acid